BrC=1C=NN2C1N=C(C(=C2)Cl)NC2COCC2 3-bromo-6-chloro-N-(tetrahydrofuran-3-yl)pyrazolo[1,5-a]pyrimidin-5-amine